(S)-N-(1-(5-(7-methoxy-2-methylquinolin-6-yl)-1H-imidazol-2-yl)-7-(oxazol-2-yl)-7-oxoheptyl)-1-methyl-piperidine-4-carboxamide COC1=C(C=C2C=CC(=NC2=C1)C)C1=CN=C(N1)[C@H](CCCCCC(=O)C=1OC=CN1)NC(=O)C1CCN(CC1)C